ClC1=CC(=CC(=N1)C1(CN(CC1)C(=O)OCC)C(=O)[O-])C(F)(F)F ethyl 3-[6-chloro-4-(trifluoromethyl)-2-pyridyl]pyrrolidine-1,3-dicarboxylate